CC1(CNC1)C 3,3-dimethyl-azetidine